3,5-bis(3-chloro-2-hydroxypropoxy)benzaldehyde potassium [K].ClCC(COC=1C=C(C=O)C=C(C1)OCC(CCl)O)O